C(C)(C)(C)OC(=O)N1CC=2C(N(C=3N=CC=CC3C2CC1)CC1=C(C=CC=C1)Cl)=O 6-(2-chlorobenzyl)-5-oxo-1,4,5,6-tetrahydropyrido[3,4-C][1,8]naphthyridine-3(2H)-carboxylic acid tert-butyl ester